CC1=NC(=CC=C1C#C[C@H]1[C@@H](CCCC1)C(=O)O)C=1N=NN(C1NC(=O)O[C@H](C)C1=CC=CC=C1)C trans-2-((2-methyl-6-(1-methyl-5-((((R)-1-phenylethoxy)carbonyl)amino)-1H-1,2,3-triazol-4-yl)pyridin-3-yl)ethynyl)cyclohexane-1-carboxylic acid